NCC=1C=C(C=CC1F)NC1=NOC(C1)(C(F)(F)F)C1=CC(=C(C(=C1)Cl)F)Cl N-(3-(aminomethyl)-4-fluorophenyl)-5-(3,5-dichloro-4-fluorophenyl)-5-(trifluoromethyl)-4,5-dihydroisoxazol-3-amine